3-((4,4,8-Trimethyltricyclo[6.3.1.02,5]dodecan-1-yl)oxy)propan-1-ol CC1(CC2C3(CCCC(CCC12)(C3)C)OCCCO)C